7-fluoro-3-(2-oxo-1-oxo-3-azaspiro[4.4]nonan-3-yl)benzo[d]isoxazole-5-carbaldehyde FC1=CC(=CC=2C(=NOC21)N2C(C(C1(C2)CCCC1)=O)=O)C=O